FC(F)(F)C=1C(NC(NC1)=O)=O (trifluoro-methyl)-pyrimidine-2,4-dione